CCCCC/C=C\C/C=C\CCCCCCCC(=O)O[C@H](COC(=O)CCCCCCC/C=C\CCCC)COP(=O)([O-])OCC[N+](C)(C)C 1-(9Z-tetradecenoyl)-2-(9Z,12Z-octadecadienoyl)-glycero-3-phosphocholine